[C@H]12CN(C[C@H](CC1)N2)C=2C1=C(N=C(N2)OCC23CCCN3CCC2)C(=C(N=C1)C1=CC=CC2=CC=CC(=C12)C#CCC)F 4-((1R,5S)-3,8-diazabicyclo[3.2.1]octan-3-yl)-7-(8-(but-1-yn-1-yl)naphthalen-1-yl)-8-fluoro-2-((tetrahydro-1H-pyrrolizin-7a(5H)-yl)methoxy)pyrido[4,3-d]pyrimidine